tert-butyl 2-[5-oxo-7-(p-tolylsulfonyloxy)thiazolo[3,2-a]pyrimidin-2-yl]-2,8-diazaspiro-[4.5]decane-8-carboxylate O=C1C=C(N=C2N1C=C(S2)N2CC1(CC2)CCN(CC1)C(=O)OC(C)(C)C)OS(=O)(=O)C1=CC=C(C=C1)C